N,N'-Bis-(3-methyl-phenyl)-N,N'-bis-(phenyl)-benzidine CC=1C=C(C=CC1)N(C1=CC=C(C=C1)C1=CC=C(N(C2=CC=CC=C2)C2=CC(=CC=C2)C)C=C1)C1=CC=CC=C1